BrC1=CC=NC(=C1C#N)NC1CCCCC1 4-bromo-2-(cyclohexylamino)nicotinonitrile